C(C)(C)(C)OC(=O)C(C(C(=O)[O-])(C)N)(C=C)CC=C (tert-butoxycarbonyl)(prop-2-en-1-yl)amino[methyl]pent-4-enoate